CC1=NC2=C(N1C1=CC=CC=C1)C=CC(=C2)C2=CC(=NC=C2)NC2=NC(=CC=C2)C(F)(F)F 4-(2-methyl-1-phenyl-1H-benzo[d]imidazol-5-yl)-N-(6-(trifluoromethyl)pyridin-2-yl)pyridin-2-amine